OCCN1C=C(C(=C1C1=C(C=CC=C1)C(F)(F)F)C)C(=O)[O-] 1-(2-hydroxyethyl)-4-methyl-5-[2-(trifluoromethyl) phenyl]-1H-pyrrole-3-carboxylate